platinum (II) diacetylene C#C.C#C.[Pt+2]